[Ir+3].C1(=CC=CC=C1)C1=NC=C(N=C1C1=CC=CC=C1)C1=CC=CC=C1.C1(=CC=CC=C1)C1=NC=C(N=C1C1=CC=CC=C1)C1=CC=CC=C1 bis(2,3,5-triphenylpyrazine) iridium (III)